NC=1C=2N(C(=CN1)C1=CCC(CC1)N)C(=NC2C2=CC=C(C1=CC=CC=C21)NC(=O)NCC2=CC=CC=C2)C 1-(4-(8-amino-5-(4-aminocyclohex-1-en-1-yl)-3-methylimidazo[1,5-a]pyrazin-1-yl)naphthalen-1-yl)-3-benzylurea